C(=O)(O)[C@@H](CC=1C=C(C(=O)N(CCC=2C=C(C=CC2)C[C@H](C(=O)O)[C@@H]2CNCC2)CCC=2C=C(C=CC2)C[C@H](C(=O)O)[C@@H]2CNCC2)C=CC1)[C@@H]1CNCC1 (2S,2'S)-3,3'-((((3-((S)-2-carboxy-2-((R)-pyrrolidin-3-yl)ethyl)benzoyl)azanediyl)bis(ethane-2,1-diyl))bis(3,1-phenylene))bis(2-((R)-pyrrolidin-3-yl)propionic acid)